tert-Butyl (2-((8-bromobenzo[b][1,5]naphthyridin-10-yl)amino)ethyl)carbamate BrC1=CC=2C(=NC3=CC=CN=C3C2NCCNC(OC(C)(C)C)=O)C=C1